FC=1C=C(C=CC1F)NC(N(C)[C@H]1CCCC=2NC(C3=CC(=CC=C3C12)F)=O)=O (S)-3-(3,4-difluorophenyl)-1-(8-fluoro-6-oxo-1,2,3,4,5,6-hexahydrophenanthridin-1-yl)-1-methylurea